6-((1S,2S)-2-(6-chloro-3-fluoroimidazo[1,2-b]pyridazin-8-yl)cyclopropyl)-1-(2,2,2-trifluoroethyl)-1H-pyrazolo[4,3-c]pyridine ClC=1C=C(C=2N(N1)C(=CN2)F)[C@@H]2[C@H](C2)C2=CC1=C(C=N2)C=NN1CC(F)(F)F